2-{2-ethyl-5,8-dioxo-6-[(±)-pyrrolidin-3-ylmethyl]-5,6,7,8-tetrahydro-4H-pyrazolo[1,5-a]pyrrolo[3,4-d]pyrimidin-4-yl}-N-(5-fluoropyridin-2-yl)acetamide hydrochloride Cl.C(C)C1=NN2C(N(C3=C(C2=O)CN(C3=O)C[C@H]3CNCC3)CC(=O)NC3=NC=C(C=C3)F)=C1 |r|